N1,N3-bis(prop-2-en-1-yl)propan-1,3-diamine C(C=C)NCCCNCC=C